(3R,5R)-7-[2-(4-fluorophenyl)-3-phenyl-4-(phenylcarbamoyl)-5-propan-2-ylpyrrol-1-yl]-3,5-dihydroxyheptanoic acid FC1=CC=C(C=C1)C=1N(C(=C(C1C1=CC=CC=C1)C(NC1=CC=CC=C1)=O)C(C)C)CC[C@H](C[C@H](CC(=O)O)O)O